4-bromofuran-2(5H)-one BrC1=CC(OC1)=O